C(C)(C)(C)OC(=O)N1CC(C1)(CC=1N(N=CC1)C)C#N.OC1=CC(=C(C=C1)C(CC)C1=C(C=C(C=C1)O)C(C)(C)C)C(C)(C)C 1,1-bis(4-hydroxy-t-butylphenyl)propane tert-butyl-3-cyano-3-[(2-methylpyrazol-3-yl)methyl]azetidine-1-carboxylate